tert-butyl (2RS)-2-{3-[2-(4-fluorophenyl)-3-(pyridin-4-yl)-6,7-dihydropyrazolo[1,5-a]pyrazin-5(4H)-yl]-3-oxoprop-1-yn-1-yl}pyrrolidine-1-carboxylate FC1=CC=C(C=C1)C1=NN2C(CN(CC2)C(C#C[C@@H]2N(CCC2)C(=O)OC(C)(C)C)=O)=C1C1=CC=NC=C1 |r|